[Br].C1(C=CC(N1C(CCCCC)N1C(C=CC1=O)=O)=O)=O dimaleimidyl-hexane bromine